tert-butyl ((5-((3-bromo-5-(methylsulfonyl)phenyl)thio)thiophen-2-yl)methyl)carbamate BrC=1C=C(C=C(C1)S(=O)(=O)C)SC1=CC=C(S1)CNC(OC(C)(C)C)=O